C(C)OC(=O)C=1C(C=C2N(C(CC=3C=C(C(NC23)=O)OCCCOC)C(C)C)C1)=O 6-isopropyl-3-(3-methoxypropoxy)-2,10-dioxo-2,5,6,10-tetrahydro-1H-pyrido[1,2-H][1,7]Naphthyridine-9-carboxylic acid ethyl ester